C1(CCC1)([2H])N1C[C@@H](CCC1)NC(OC(C)(C)C)=O tert-Butyl (R)-(1-(cyclobutyl-1-d)piperidin-3-yl)carbamate